3,4-diacetylaminopyrrolidine C(C)(=O)NC1CNCC1NC(C)=O